2-[4-[3-[1-(5-chloropyrimidin-2-yl)-4-piperidinyl]propoxy]-2,6-difluoro-phenyl]-N-[2-hydroxy-1,1-bis(hydroxymethyl)ethyl]acetamide ClC=1C=NC(=NC1)N1CCC(CC1)CCCOC1=CC(=C(C(=C1)F)CC(=O)NC(CO)(CO)CO)F